C(CNCCO)NCCO 2,2'-(1,2-Ethanediyldiimino)bis[ethanol]